BrC1=C2C(=CN=C1)NC(=C2)CO (4-bromo-1H-pyrrolo[2,3-c]pyridin-2-yl)methanol